3'-(6-(4-chlorophenyl)-2-phenylpyrimidin-4-yl)-[1,1'-biphenyl] ClC1=CC=C(C=C1)C1=CC(=NC(=N1)C1=CC=CC=C1)C=1C=C(C=CC1)C1=CC=CC=C1